CC1=CC=C2CCN(C(C2=C1)C1=CC=CC=C1)C(CCC(=O)NCC1=CC=NC=C1)=O 4-(7-Methyl-1-phenyl-3,4-dihydro-1H-isoquinolin-2-yl)-4-oxo-N-(4-pyridylmethyl)butyric acid amide